C1(CC1)C1=NC(=C(C=2N=C(N=C(C21)N2C[C@@H](CCC2)O)S(=O)(=O)C)F)C2=CC(=CC1=CC=C(C(=C21)C#C[Si](C(C)C)(C(C)C)C(C)C)F)OCOC (R)-1-(5-cyclopropyl-8-Fluoro-7-(7-fluoro-3-(methoxymethoxy)-8-((triisopropylsilyl)ethynyl)naphthalen-1-yl)-2-(methylsulfonyl)Pyrido[4,3-d]pyrimidin-4-yl)piperidin-3-ol